N1(CCCCC1)CCOC1=CC=C(C=C1)C=O [4-[2-(1-piperidyl)ethoxy]phenyl]-methanone